BrC1=NN2C(C(=CC=C2O[C@H](C(F)(F)F)C)C(C)C)=N1 2-bromo-8-(prop-2-yl)-5-{[(2S)-1,1,1-trifluoroprop-2-yl]Oxy}-[1,2,4]Triazolo[1,5-a]Pyridine